FC(C=1C=C2C(C(NC2=CC1)=O)=O)(F)F 5-(trifluoromethyl)indoline-2,3-dione